FC1(C[C@@H](N(C1)C1=C(C(=NC=N1)NC[C@@H]1[C@H](CN(CC1)CC(=O)N)F)F)C1=CC=C(C=C1)C(F)(F)F)F |o1:14,15| 2-((3R*,4R*)-4-(((6-((R)-4,4-difluoro-2-(4-(trifluoromethyl)phenyl)pyrrolidin-1-yl)-5-fluoropyrimidin-4-yl)amino)methyl)-3-fluoropiperidin-1-yl)acetamide